COC1=C(C=CC(=C1)/C=C/C=O)O[C@H]2[C@@H]([C@H]([C@@H]([C@H](O2)CO)O)O)O The molecule is a beta-D-glucoside that is coniferaldehyde in which the phenolic hydrogen has been replaced by a beta-D-glucosyl residue. It has a role as an Arabidopsis thaliana metabolite. It is a beta-D-glucoside, a monosaccharide derivative, an enal and a monomethoxybenzene. It derives from a coniferyl aldehyde.